2H-pyrazolo[4,3-b]pyridine N=1NC=C2N=CC=CC21